NC=1SC2=C(N1)C(=CC=C2F)C2=C(C=C1C(=C(C(=NC1=C2F)OCC2N(CCC2)C)C#N)N2C[C@H](N(CC2)C(C(=C)F)=O)C)Cl 7-(2-amino-7-fluorobenzo[d]thiazol-4-yl)-6-chloro-8-fluoro-4-((R)-4-(2-fluoroacryloyl)-3-methylpiperazin-1-yl)-2-((1-methylpyrrolidin-2-yl)methoxy)quinoline-3-carbonitrile